COC1=CC=C(C=C1)CNC 1-(4-methoxyphenyl)-N,N-dimethylamine